6-[5-(difluoromethyl)-1,3,4-oxadiazol-2-yl]-2-{(1RS,2SR)-2-(4-fluorophenyl)-2-hydroxy-1-[6-(trifluoromethyl)pyridin-3-yl]ethyl}-2,3-dihydro-1H-isoindol-1-one FC(C1=NN=C(O1)C1=CC=C2CN(C(C2=C1)=O)[C@@H]([C@@H](O)C1=CC=C(C=C1)F)C=1C=NC(=CC1)C(F)(F)F)F |r|